(R)-tert-butyl 5-methyl-3-((4-(3-methylmorpholino)-6-(1-(methyl sulfonyl) cyclopropyl) pyrimidin-2-yl) amino)-1H-pyrazole-1-carboxylate CC1=CC(=NN1C(=O)OC(C)(C)C)NC1=NC(=CC(=N1)N1[C@@H](COCC1)C)C1(CC1)S(=O)(=O)C